CC1=CC=C(C2=C1C=C(O2)CNC(=O)N2C(C1=CN=CC=C1C=C2)=O)C(=O)OC Methyl 4-methyl-2-((1-oxo-1,2-dihydro-2,7-naphthyridine-2-carboxamido)methyl)benzofuran-7-carboxylate